tert-butyl (R)-(1-(3-(4-chloro-1-methyl-3-(methylsulfonamido)-1H-indazol-7-yl)quinoxalin-2-yl)-2-(3,5-difluorophenyl)ethyl)carbamate ClC1=C2C(=NN(C2=C(C=C1)C=1C(=NC2=CC=CC=C2N1)[C@@H](CC1=CC(=CC(=C1)F)F)NC(OC(C)(C)C)=O)C)NS(=O)(=O)C